(5-((tetrahydro-2H-pyran-2-yl)oxy)pyridin-3-yl)methylamine O1C(CCCC1)OC=1C=C(C=NC1)CN